(N-(2-(1-(7-methoxy-6-morpholinoquinolin-4-yl)piperidin-4-yl)propyl)sulfamoyl)carbamic acid tert-butyl ester C(C)(C)(C)OC(NS(NCC(C)C1CCN(CC1)C1=CC=NC2=CC(=C(C=C12)N1CCOCC1)OC)(=O)=O)=O